9,9-bis[9-(2-hydroxyethoxy)-3-phenanthryl]-1,8-bis(9-phenanthryl)fluorene OCCOC=1C2=CC=CC=C2C=2C=C(C=CC2C1)C1(C2=C(C=CC=C2C=2C=CC=C(C12)C=1C2=CC=CC=C2C=2C=CC=CC2C1)C=1C2=CC=CC=C2C=2C=CC=CC2C1)C=1C=CC=2C=C(C3=CC=CC=C3C2C1)OCCO